C1(=CC=CC2=CC=CC=C12)C(CCC(=O)O)=O 4-(1-naphthyl)-4-oxobutanoic acid